C1(CCCCC1)[C@@H](C(=O)N1CCN(CC1)C(=O)C=1C=CC=2N(C1)N=C(N2)C)NC([C@H](C)NC)=O (S)-N-((S)-1-cyclohexyl-2-(4-(2-meth-yl-[1,2,4]triazolo[1,5-a]pyridine-6-carbonyl)piperazin-1-yl)-2-oxoethyl)-2-(methylamino)propanamide